Proline oxide [NH+]1([C@@H](CCC1)C(=O)O)[O-]